NCC1=C(N)C=CC(=C1)Br 2-(aminomethyl)-4-bromo-aniline